Lithium germanium sulfide phosphate P(=O)([O-])([O-])[O-].[Ge]=S.[Li+].[Li+].[Li+]